C12(CC3CC(CC(C1)C3)C2)O (E)-adamantane-1-ol